C(=O)(OCC1C2=CC=CC=C2C2=CC=CC=C12)N[C@@H](CSC(C1=CC=CC=C1)(C1=CC=CC=C1)C1=CC=CC=C1)C(=O)O N-Fmoc-S-trityl-L-cysteine